COC=1C(=C(C=CC1)[C@H]1N(CCC1)C(CN1N=C2C(=C1C(F)(F)F)CCC2C)=O)C 1-[(2S)-2-(3-Methoxy-2-methyl-phenyl)pyrrolidin-1-yl]-2-[6-methyl-3-(trifluoromethyl)-5,6-dihydro-4H-cyclopenta[c]pyrazol-2-yl]ethanone